NCC=1C=C2C=C(N(C2=CC1)CC1CCC1)CN1C(N(C2=C1C=C(C=C2)F)C)=O 3-((5-(aminomethyl)-1-(cyclobutylmethyl)-1H-indol-2-yl)methyl)-5-fluoro-1-methyl-1,3-dihydro-2H-benzo[d]imidazol-2-one